4-hydroxytetramethyl-piperidinol OC1C(C(N(CC1)O)(C)C)(C)C